5-ethyl-6-fluoro-4-(8-fluoro-2-{[(2R,7aS)-2-fluorotetrahydro-1H-pyrrolizin-7a(5H)-yl]methoxy}-4-[(3R)-3-hydroxy-3-methylcyclohexyl]pyrido[4,3-d]pyrimidin-7-yl)naphthalen-2-ol C(C)C1=C2C(=CC(=CC2=CC=C1F)O)C1=C(C=2N=C(N=C(C2C=N1)C1C[C@](CCC1)(C)O)OC[C@]12CCCN2C[C@@H](C1)F)F